6-((2S,3S)-2,3-dimethylmorpholino)quinoline-4-carboxylic acid ethyl ester C(C)OC(=O)C1=CC=NC2=CC=C(C=C12)N1[C@H]([C@@H](OCC1)C)C